2-((4-(3-((4-chloro-2-fluorophenoxy)methyl)phenoxy)piperidin-1-yl)methyl)-1-((1-ethyl-1H-imidazol-5-yl)methyl)-1H-benzo[d]imidazole ClC1=CC(=C(OCC=2C=C(OC3CCN(CC3)CC3=NC4=C(N3CC3=CN=CN3CC)C=CC=C4)C=CC2)C=C1)F